benzyl (6-oxo-6-((2-(((2S,3S,4S,5S,6R)-3,4,5-trihydroxy-6-(hydroxymethyl)tetrahydro-2H-pyran-2-yl)oxy)ethyl) amino)hexyl)carbamate O=C(CCCCCNC(OCC1=CC=CC=C1)=O)NCCO[C@H]1O[C@@H]([C@H]([C@@H]([C@@H]1O)O)O)CO